1-(1-(7,8-Difluoro-1-oxo-1,2-dihydroisoquinolin-4-yl)ethyl)-1-methyl-3-(3,4,5-trifluorophenyl)urea FC1=CC=C2C(=CNC(C2=C1F)=O)C(C)N(C(=O)NC1=CC(=C(C(=C1)F)F)F)C